OC(C(C(=O)[O-])NC(C(=O)[O-])CC(=O)[O-])C(=O)[O-] 3-hydroxy-2,2'-iminodisuccinate